2,10-oxecanedione O1C(CCCCCCCC1=O)=O